pyromellitic acid ammonium salt [NH4+].C(C=1C(C(=O)[O-])=CC(C(=O)[O-])=C(C(=O)[O-])C1)(=O)[O-].[NH4+].[NH4+].[NH4+]